I.CSC(C1=C(C=CC(=C1)SC=1C(=C2C=CNC2=C(C1F)F)Br)F)=N.CN1C(CCC1)=O N-methyl-pyrrolidone methyl-5-((4-bromo-6,7-difluoro-1H-indol-5-yl)thio)-2-fluorobenzimidothioate hydroiodide